5-(3-Methoxyphenyl)-2-azabicyclo[3.3.1]nonan-9-one COC=1C=C(C=CC1)C12CCNC(CCC1)C2=O